1-(4-chlorophenyl)-2-(6-(trifluoromethoxy)indolin-1-yl)ethane-1,2-dione ClC1=CC=C(C=C1)C(C(=O)N1CCC2=CC=C(C=C12)OC(F)(F)F)=O